BrC=1C=C(C=CC1)[C@@H](C)NC(=O)C=1C=C(NC2CCN(CC2)C(=O)OC(C)(C)C)C=CC1C tert-butyl 4-[3-[[(1R)-1-(3-bromophenyl)ethyl]carbamoyl]-4-methyl-anilino]piperidine-1-carboxylate